(1S,2S)-N-(6-(5-chloro-6-fluoro-7-(1-hydroxycyclopentyl)-1H-indazol-4-yl)imidazo[1,2-a]pyrazin-2-yl)-2-fluorocyclopropane-1-carboxamide ClC=1C(=C2C=NNC2=C(C1F)C1(CCCC1)O)C=1N=CC=2N(C1)C=C(N2)NC(=O)[C@H]2[C@H](C2)F